tert-butyl N-[[4-[6-(4-hydroxybut-1-ynyl)pyrrolo[1,2-b]pyridazin-4-yl]-2-methyl-phenyl]methyl]carbamate OCCC#CC=1C=C2N(N=CC=C2C2=CC(=C(C=C2)CNC(OC(C)(C)C)=O)C)C1